FC1=CC=C(C=C1)[C@@H]1N(CCC2=CC=CC=C12)C(=O)[C@@H]1CCNCCO1 ((S)-1-(4-fluorophenyl)-3,4-dihydroisoquinolin-2(1H)-yl)((S)-1,4-oxazepan-7-yl)methanone